NC=1C2=C(N=CN1)N(C(=C2C2=CC[C@H](CC2)C(=O)N2[C@@H](CCC2)C#N)C=2C=NC(=CC2C)C#C)C (S)-1-((S)-4-(4-amino-6-(6-ethynyl-4-methylpyridin-3-yl)-7-methyl-7H-pyrrolo[2,3-d]pyrimidin-5-yl)cyclohex-3-ene-1-carbonyl)pyrrolidine-2-carbonitrile